N-(2-cyanoisoindolin-4-yl)-5-(pyrazin-2-yl)-1H-pyrazole-3-carboxamide C(#N)N1CC2=CC=CC(=C2C1)NC(=O)C1=NNC(=C1)C1=NC=CN=C1